methyl 3-(3-(3-fluoro-5-(6-fluoroimidazo[1,2-a]pyridine-3-carboxamido)-4-methylphenyl)-1,2,4-oxadiazol-5-yl)azetidine-1-carboxylate FC=1C=C(C=C(C1C)NC(=O)C1=CN=C2N1C=C(C=C2)F)C2=NOC(=N2)C2CN(C2)C(=O)OC